O=C(COC(COC=1C=CC(=C2C=CC=NC12)Cl)=O)C (5-chloro-8-quinolinoxy)-acetic acid 2-oxo-prop-1-yl ester